ClC1=CC(=C(C=N1)C(=O)OCC)NC1CC1 1-Ethyl 6-chloro-4-(cyclopropylamino)pyridine-3-carboxylate